C(C)(C)(C)OC(=O)N1C(CC2(CC(C2)O)CC1)C1=CC=C(C=C1)C(=O)OC 2-hydroxy-6-(4-(methoxycarbonyl)phenyl)-7-azaspiro[3.5]nonane-7-carboxylic acid tert-butyl ester